[Cl-].C(CCCCCCCC)C(N)(CCCCCCCCC)CCCCCCCCC tri-n-nonylmethylamine chloride